N-(1-benzylpyrrolidin-3-yl)-5'-chloro-7'-oxo-7',8'-dihydro-6'H-spiro[cyclohexane-1,9'-furo[2,3-f]quinazoline]-2'-carboxamide C(C1=CC=CC=C1)N1CC(CC1)NC(=O)C1=CC=2C(=C3C4(NC(NC3=C(C2)Cl)=O)CCCCC4)O1